Cl.N[C@@H]1C(NC(CC1)=O)=O (3S)-3-aminopiperidine-2,6-dione hydrochloride